2-methoxy-N-(phenylmethylene)aniline COC1=C(N=CC2=CC=CC=C2)C=CC=C1